BrC1=CC=C(C=C1)C(C)(O)C1=NC=CC=C1 1-(4-bromophenyl)-1-(pyridin-2-yl)ethanol